4-(1-(5-acetylpyrimidin-2-yl)piperidin-4-yl)-7-fluoro-1-methyl-1,4-dihydropyrido[2,3-b]pyrazine-2,3-dione C(C)(=O)C=1C=NC(=NC1)N1CCC(CC1)N1C2=C(N(C(C1=O)=O)C)C=C(C=N2)F